C(C)(=O)NCCC(=O)N[C@@H](CC1=CNC=N1)C(=O)O Acetyl-beta-alanyl-histidine